4-[4-[[2-methyl-5-[(1S,2S,3S,4R,5S)-2,3,4-tribenzyloxy-1-methyl-6,8-dioxabicyclo[3.2.1]octan-5-yl]phenyl]methyl]phenyl]butyric acid CC1=C(C=C(C=C1)[C@]12[C@@H]([C@H]([C@@H]([C@](CO1)(O2)C)OCC2=CC=CC=C2)OCC2=CC=CC=C2)OCC2=CC=CC=C2)CC2=CC=C(C=C2)CCCC(=O)O